C(C)(C)(C)C1=CC=C(\C=N\S(=O)(=O)F)C=C1 (E)-(4-tert-butylbenzylidene)sulfamoyl fluoride